C(CCCCCC)OC(CCC\C=C/CCO)OCCCCCCC (3Z)-8,8-diheptoxy-3-octen-1-ol